BrC1=CC=2NC(N(C(C2S1)=O)C=1C=NC=C(C1)OC(F)F)=O 6-bromo-3-[5-(difluoromethoxy)-3-pyridinyl]-1H-thieno[3,2-d]pyrimidine-2,4-dione